2-[4-[1-(2,6-dioxo-3-piperidyl)-2-oxo-benzo[cd]indol-5-yl]-1-piperidyl]acetic acid O=C1NC(CCC1N1C(C2=C3C(C=CC=C13)=C(C=C2)C2CCN(CC2)CC(=O)O)=O)=O